Cl.O=C1N2C(=NC=3C=C4C(=CC13)C=CC=C4)C(=CC=C2)C(=O)NCCN2CCN(CC2)C(=O)OC methyl 4-(2-(12-oxo-12H-benzo[g]pyrido[2,1-b]quinazoline-4-carboxamido) ethyl)piperazine-1-carboxylate hydrochloride